CC1NCCCC1 2-methylhexahydropyridine